((R)-1-(4-fluorophenyl)ethyl)pyrazin-2-amine FC1=CC=C(C=C1)[C@@H](C)C=1C(=NC=CN1)N